ClC1=C(C(=CC=C1)C1=NC2=C(N1)C=C(C(=C2)F)OC)C=2C(=CC(=CC2)C(NC(C)C)=O)C(=O)O (S)-2'-chloro-6'-(5-fluoro-6-methoxy-1H-1,3-benzodiazol-2-yl)-4-[(propan-2-yl)carbamoyl]-[1,1'-biphenyl]-2-carboxylic acid